NC1=NN2C(C=C(C=C2)C=2C(=C(C(=O)NC(CF)CC(O)C3=CC=C(C=C3)F)C(=CC2)C)F)=N1 (2-amino-[1,2,4]triazolo[1,5-a]pyridin-7-yl)-2-fluoro-N-(1-fluoro-4-(4-fluorophenyl)-4-hydroxybut-2-yl)-6-methylbenzamide